N1C=CC=C(C1)C(=O)[O-] pyridine-5(6H)-carboxylate